C(C)OC1=CC(=NC=C1C#N)C(C)N1C(C2=CC(=CC(=C2CC1)C(C(F)(F)F)(C)O)CCN(C)CC)=O 4-ethoxy-6-(1-(7-(2-(ethyl-(methyl)amino)ethyl)-1-oxo-5-(1,1,1-trifluoro-2-hydroxypropan-2-yl)-3,4-dihydroisoquinolin-2(1H)-yl)ethyl)nicotinonitrile